(2S,4R)-4-fluoro-2-(imidazole-1-carbonyl)pyrrolidine-1-carboxylic acid tert-butyl ester C(C)(C)(C)OC(=O)N1[C@@H](C[C@H](C1)F)C(=O)N1C=NC=C1